bis(4-(di-n-hexylamino)phenyl)methane C(CCCCC)N(C1=CC=C(C=C1)CC1=CC=C(C=C1)N(CCCCCC)CCCCCC)CCCCCC